(1S,2S)-N-(2-((6-cyclopropyl-8-(3-methyl-2,4-dioxoimidazolidin-1-yl)imidazo[1,2-a]pyridin-2-yl)methyl)pyrazolo[1,5-a]pyrazin-4-yl)-2-(4-methylpyrimidin-2-yl)cyclopropane-1-carboxamide C1(CC1)C=1C=C(C=2N(C1)C=C(N2)CC2=NN1C(C(=NC=C1)NC(=O)[C@@H]1[C@H](C1)C1=NC=CC(=N1)C)=C2)N2C(N(C(C2)=O)C)=O